(E)-N-(tert-butyl)-3-(2-ethoxyvinyl)-5-fluoropicolinamide C(C)(C)(C)NC(C1=NC=C(C=C1\C=C\OCC)F)=O